Cl.C(=O)C1=CC=C(CN)C=C1 4-FORMYLBENZYLAMINE HYDROCHLORIDE